N-bromooctane CCCCCCCCBr